FC(C1=CC=2N(C=C1)C=CN2)F 7-(difluoromethyl)imidazo[1,2-a]pyridin